6-[6-(2-isopropoxyethoxy)pyridin-3-yl]pyrimidin-4(3H)-one C(C)(C)OCCOC1=CC=C(C=N1)C1=CC(NC=N1)=O